2-(5-Chloro-2-(methoxy-d3)phenyl)-4,4,5,5-tetramethyl-1,3,2-dioxaborinane ClC=1C=CC(=C(C1)B1OCC(C(O1)(C)C)(C)C)OC([2H])([2H])[2H]